methyl-5-(2-((7-chloro-2-(2,2,2-trifluoroacetyl)-1,2,3,4-tetrahydroisoquinolin-6-yl)amino)-5-(trifluoromethyl)pyrimidin-4-yl)thiophene-3-carboxylate COC(=O)C1=CSC(=C1)C1=NC(=NC=C1C(F)(F)F)NC=1C=C2CCN(CC2=CC1Cl)C(C(F)(F)F)=O